C1(CC1)CC(C(=O)O)N1C(NC2=CC=CC=C2C1=O)=O 3-cyclopropyl-2-(2,4-dioxo-1H-quinazolin-3-yl)propanoic acid